N-(1-(4-fluorobenzoyl)indolin-5-yl)cyclohexanesulfonamide FC1=CC=C(C(=O)N2CCC3=CC(=CC=C23)NS(=O)(=O)C2CCCCC2)C=C1